(S)-7-((2-aminopyrimidin-4-yl)-methyl)-6-chloro-4-(cyclopropylethynyl)-3-methyl-4-(trifluoromethyl)-3,4-dihydro-quinazolin-2(1H)-one NC1=NC=CC(=N1)CC1=C(C=C2[C@](N(C(NC2=C1)=O)C)(C(F)(F)F)C#CC1CC1)Cl